C(C)OC(CCC(=O)C1=NC2=CC(=CC=C2C=C1OCC1=CC=CC=C1)Br)=O 4-(3-benzyloxy-7-bromo-quinolin-2-yl)-4-oxo-butyric acid ethyl ester